C1(CCCCC1)P(=O)(C1CCCCC1)C1=C(C=CC=C1)C1=C(C=CC=C1OC(C)C)OC(C)C 2-dicyclohexylphosphoryl-2',6'-diisopropoxy-1,1'-biphenyl